(R)-N-(3-(3-(1H-imidazol-2-yl)-5,6,7,8-tetrahydroimidazo[1,5-a]pyridin-7-yl)-2,4-difluorophenyl)-5-chloro-2-methoxypyridine-3-sulfonamide N1C(=NC=C1)C1=NC=C2N1CC[C@H](C2)C=2C(=C(C=CC2F)NS(=O)(=O)C=2C(=NC=C(C2)Cl)OC)F